4-(4-carbamoylphenyl)piperidine-1-carboxylate C(N)(=O)C1=CC=C(C=C1)C1CCN(CC1)C(=O)[O-]